7-(4-Fluorophenyl)-N-(4-((4-(trifluoromethyl)benzyl)amino)phenyl)heptanamid FC1=CC=C(C=C1)CCCCCCC(=O)NC1=CC=C(C=C1)NCC1=CC=C(C=C1)C(F)(F)F